dihydroxyethyl-aniline OC(CNC1=CC=CC=C1)O